C(=N)N Methanoamidine